FC1=C(CCN2C[C@@H](C([C@@H](C2)O)O)O)C(=CC(=C1)N1CCOCC1)F (3s,4r,5r)-1-(2,6-difluoro-4-morpholinophenethyl)piperidine-3,4,5-triol